N-(2-oxo-2-(4-(5-(trifluoromethyl)-1,2,4-oxadiazol-3-yl)phenyl)ethyl)pyrazine-2-sulfonamide O=C(CNS(=O)(=O)C1=NC=CN=C1)C1=CC=C(C=C1)C1=NOC(=N1)C(F)(F)F